BrCCS(=O)(=O)C 1-bromo-2-(methylsulfonyl)-ethane